C(C1=CC=CC=C1)OC=1C=CC2=C(C[C@H]3CCCN([C@@H]3C2)CCC)C1OC(=O)NC=1C=C(C=CC1)C[C@@H](C(=O)OCC1=CC=CC=C1)NC(=O)OC(C)(C)C Benzyl (S)-3-(3-(((((4aR,10aR)-7-(benzyloxy)-1-propyl-1,2,3,4,4a,5,10,10a-octahydrobenzo[g]-quinolin-6-yl)oxy)carbonyl)amino)phenyl)-2-((tert-butoxycarbonyl)amino)propanoate